N1CC[C@H](CCC1)C(=C)C1=CN=C(N=N1)C1=C(C=C(C=C1)N1C=NC=C1)O (S)-2-(6-(1-(azepan-4-yl)vinyl)-1,2,4-triazin-3-yl)-5-(1H-imidazol-1-yl)phenol